2-(3,5-bis(trifluoromethyl)benzoyl)-4,4-dimethyl-3-oxovaleronitrile FC(C=1C=C(C(=O)C(C#N)C(C(C)(C)C)=O)C=C(C1)C(F)(F)F)(F)F